N(C(=O)N)CC1=CC=C(CNC(C2=CC=CC=C2)=O)C=C1 N-(4-(ureidomethyl)benzyl)benzamide